COC(=O)C1(CN(CC1)C(=O)OC(C)(C)C)O 3-hydroxypyrrolidine-1,3-dicarboxylic acid 1-(tert-butyl) 3-methyl ester